ClC=1C=CC(=C(C(=O)O)C1)NC(C)C=1C=C(C=C2C(N(C(=NC12)N1CC2=CC=C(C=C2C1)F)C)=O)C 5-chloro-2-((1-(2-(5-fluoroisoindolin-2-yl)-3,6-dimethyl-4-oxo-3,4-dihydroquinazolin-8-yl)ethyl)amino)benzoic acid